2-phenylimidazo[1,2-a]Pyridine C1(=CC=CC=C1)C=1N=C2N(C=CC=C2)C1